2,6-di-nonyl-4-methylphenol C(CCCCCCCC)C1=C(C(=CC(=C1)C)CCCCCCCCC)O